OC1=CC(=NN1)C(=O)O 5-hydroxypyrazole-3-carboxylic acid